C(CCC)[Sn](C1=NC=CN=C1)(CCCC)CCCC 2-(tributylstannyl)pyrazine